tert-butyl ((1R,2R,4r,7R)-1-hydroxy-2-((S)-5H-imidazo[5,1-a]isoindol-5-yl)spiro[3.5]nonan-7-yl)carbamate O[C@@H]1[C@H](CC12CCC(CC2)NC(OC(C)(C)C)=O)[C@@H]2N1C(C3=CC=CC=C23)=CN=C1